P(=O)(OCC(COC(CCCCCCCCCCCCCCC)=O)OC(CCCCCCCCCCCCCCC)=O)(OCCNC(C(C)(C)Br)=O)[O-] 2,3-bis(palmitoyloxy)propyl (2-(2-bromo-2-methylpropanamido)ethyl) phosphate